N-[(1S)-5-[2-(2-aminopyridin-3-yl)-5-[4-(hydroxymethyl)pyrazol-1-yl]imidazo[4,5-b]pyridin-3-yl]-2,3-dihydro-1H-inden-1-yl]-2,3-difluoro-5-formyl-4-hydroxybenzamide NC1=NC=CC=C1C1=NC=2C(=NC(=CC2)N2N=CC(=C2)CO)N1C=1C=C2CC[C@@H](C2=CC1)NC(C1=C(C(=C(C(=C1)C=O)O)F)F)=O